3-(5-amino-2-methylphenyl)-N-(4-methoxybenzyl)-1,6-naphthyridin-7-amine NC=1C=CC(=C(C1)C=1C=NC2=CC(=NC=C2C1)NCC1=CC=C(C=C1)OC)C